NC1=C2C(=NC=N1)N(N=C2C2=CC(=C(C=C2)OC(F)F)F)[C@@H](CC)C=2C=C1N(C(C2C2=CC(=CC=C2)F)=O)C(=CS1)C (S)-7-(1-(4-amino-3-(4-(difluoromethoxy)-3-fluorophenyl)-1H-pyrazolo[3,4-d]pyrimidin-1-yl)propyl)-6-(3-fluorophenyl)-3-methyl-5H-thiazolo[3,2-a]pyridin-5-one